methyl 4-(5-isobutylpyridin-2-yl)-2-methylbenzoate C(C(C)C)C=1C=CC(=NC1)C1=CC(=C(C(=O)OC)C=C1)C